BrCC1=C(C=C(C(=O)OC)C=C1I)Cl methyl 4-(bromomethyl)-3-chloro-5-iodobenzoate